C(C)C=1N=C(SC1C1=CC=CC=C1)[C@H](CC1=CC=C(C=C1)NS(O)(=O)=O)NC([C@H](CC1=CC=CC=C1)C(=O)OC)=O 4-{(S)-2-(4-Ethyl-5-phenylthiazol-2-yl)-2-[(S)-2-(methoxy-carbonyl)-3-phenyl-propanamido]ethyl}phenylsulfamic acid